ClC=1C=C2C=C(NC2=C(C1)Cl)C(=O)OCC ethyl 5,7-dichloro-1H-indole-2-carboxylate